trans-methyl 3-oxo-3-(2-phenylcyclopropyl)propanoate O=C(CC(=O)OC)[C@H]1[C@@H](C1)C1=CC=CC=C1